Fluoropyridin-4-amine FC1=NC=CC(=C1)N